3-(4,5-dimethyl-2-thiazolyl)-2,5-diphenyltetrazolium bromide salt [Br-].CC=1N=C(SC1C)N1N([NH2+]C(=N1)C1=CC=CC=C1)C1=CC=CC=C1